(S)-1-(2-oxooxazolidin-3-yl)-2,3-dihydro-1H-indene O=C1OCCN1[C@H]1CCC2=CC=CC=C12